4-butoxy-N-[(2S)-1-({(1S)-1-cyano-2-[(3S)-2-oxopyrrolidin-3-yl]ethyl}amino)-4-methyl-1-oxopentan-2-yl]-1H-indole-2-carboxamide C(CCC)OC1=C2C=C(NC2=CC=C1)C(=O)N[C@H](C(=O)N[C@@H](C[C@H]1C(NCC1)=O)C#N)CC(C)C